7-((3R,5S)-1-propenoyl-5-methylpyrrolidin-3-yl)-4-amino-6-bromo-N-((R)-1-phenylethyl)-7H-pyrrolo[2,3-d]pyrimidine-5-carboxamide C(C=C)(=O)N1C[C@@H](C[C@@H]1C)N1C(=C(C2=C1N=CN=C2N)C(=O)N[C@H](C)C2=CC=CC=C2)Br